(4-chlorothien-2-yl)-5-(4-cyclohexylpiperazin-1-yl)-2-iminothiazol-3(2H)-ol ClC=1C=C(SC1)C=1N(C(SC1N1CCN(CC1)C1CCCCC1)=N)O